Cl.C(C=C)N allylamine hydrochloric acid salt